5-(isoxazol-5-yl)isoindoline-2-carboxylic acid tert-butyl ester C(C)(C)(C)OC(=O)N1CC2=CC=C(C=C2C1)C1=CC=NO1